OCCCCC#CC1=C2CN(C(C2=CC=C1)=O)C1C(NC(CC1)=O)=O 3-(4-(6-hydroxyhex-1-yn-1-yl)-1-oxoisoindolin-2-yl)piperidine-2,6-dione